C1C(CC12CCN(CC2)C(=O)OC(C)(C)C)C(=O)OC O7-tert-butyl O2-methyl 7-azaspiro[3.5]nonane-2,7-dicarboxylate